C(=O)(OC(C)(C)C)N1CC(CCC1)=O 1-BOC-3-piperidone